ClC1=NC=C(C(=C1)C1=C(C=NC(=C1)C)C(=O)NC=1SC=2C(=NC=C(N2)C2=NC=C(C=C2)OC)N1)OC 2'-chloro-5'-methoxy-N-(6-(5-methoxypyridin-2-yl)thiazolo[4,5-b]pyrazin-2-yl)-6-methyl-[4,4'-bipyridine]-3-carboxamide